CN(C(NC1CCC(CC1)CN1CCC2(CN(C2)C2=NC=NC=C2OC2=C(C(=O)N(C(C)C)C(C)C)C=C(C=C2)F)CC1)=O)C 2-((4-(7-(((1r,4r)-4-(3,3-dimethylureido)cyclohexyl)methyl)-2,7-diazaspiro[3.5]nonan-2-yl)pyrimidin-5-yl)oxy)-5-fluoro-N,N-diisopropyl-benzamide